C(#C)C1CCC(CC1)C(=O)OC methyl (1R,4R)-4-ethynylcyclohexane-1-carboxylate